BrC1=CC=C(C=N1)C(C(F)(F)F)C(CO)CO 2-(1-(6-bromopyridin-3-yl)-2,2,2-trifluoroethyl)propane-1,3-diol